NC=1SC2=C(C(=CC(=N2)N2C(NC[C@H]2C(=O)N(C)C2=C(C(=C(C=C2)F)Cl)F)=O)C(F)(F)F)N1 {(4S)-3-[2-amino-7-(trifluoromethyl)(1,3-thiazolo[4,5-e]pyridine-5-yl)]-2-oxoimidazolidin-4-yl}-N-(3-chloro-2,4-difluorophenyl)-N-methylformamide